C(C)(C)(C)OC(=O)N1C[C@H](CCC1)CCC(=O)O |r| (rac)-3-(1-(tert-butoxycarbonyl)piperidin-3-yl)propanoic acid